tert-butyl (3-bromo-5-(cyclopentylamino)pyrazolo[1,5-a]pyrimidin-7-yl)(((1s,3s)-3-((tert-butoxycarbonyl)oxy)-3-methylcyclobutyl)methyl)carbamate BrC=1C=NN2C1N=C(C=C2N(C(OC(C)(C)C)=O)CC2CC(C2)(C)OC(=O)OC(C)(C)C)NC2CCCC2